5-(imidazo[1,2-a]pyridin-6-yl)-N-(1,4-dioxaspiro[4.5]decan-8-yl)-7H-pyrrolo[2,3-d]pyrimidin-2-amine N=1C=CN2C1C=CC(=C2)C2=CNC=1N=C(N=CC12)NC1CCC2(OCCO2)CC1